ClC1=C(C=CC=C1)CS(=O)(=O)NC1=CC=C(C=C1)N1C2=C(NC(CC1=O)=O)C(=CC=C2)C (2-chlorophenyl)-N-[4-(2,4-dioxo-6-methyl-1H-benzo[1,2-b][1,4]diazepin-1-yl)phenyl]methanesulfonamide